N(=[N+]=[N-])C1=C(C=CC=C1N(C)C)C1=C(C=CC=C1F)F azido-2',6'-difluoro-N,N-dimethyl-[1,1'-biphenyl]-3-amine